(S)-2-((((9H-fluoren-9-yl)methoxy)carbonyl)(methyl)amino)-4-(4-carbamoylphenyl)butanoic acid C1=CC=CC=2C3=CC=CC=C3C(C12)COC(=O)N([C@H](C(=O)O)CCC1=CC=C(C=C1)C(N)=O)C